Racemic-4-cyclopropyl-6-methoxy-5-[4-[2,2,2-trifluoro-1-[4-[1-methyl-4-(trifluoromethyl)imidazol-2-yl]phenyl]ethoxy]pyrimidin-2-yl]pyrimidine C1(CC1)C1=NC=NC(=C1C1=NC=CC(=N1)O[C@@H](C(F)(F)F)C1=CC=C(C=C1)C=1N(C=C(N1)C(F)(F)F)C)OC |r|